rel-(R)-1-(5-(Isoxazol-3-yl)isochroman-1-yl)-N-methylmethanamine hydrochloride salt Cl.O1N=C(C=C1)C1=C2CCO[C@H](C2=CC=C1)CNC |o1:11|